3-[2-(3,3-difluoro-azetidin-1-yl)-pyrimidin-5-yl]-8-dimethylamino-8-phenyl-1,3-diazaspiro[4.5]decan-2-one FC1(CN(C1)C1=NC=C(C=N1)N1C(NC2(C1)CCC(CC2)(C2=CC=CC=C2)N(C)C)=O)F